NC[C@H]1[C@@H](C1)C(=O)O (1R,2R)-2-(aminomethyl)cyclopropane-1-carboxylic acid